C(CCC)NC(=O)C=1C(=C2C=CC(OC2=CC1CCCCC)(CCC=C(C)C)C)O N-butyl-5-hydroxy-2-methyl-2-(4-methylpent-3-en-1-yl)-7-pentyl-2H-chromene-6-carboxamide